C(C1=CC=CC=C1)(=O)C1=C(C=CC(=C1)Cl)NC(CCC(=O)NC=1C=CC=C2C=CC=NC12)CC1=CC=CC=C1 4-((2-benzoyl-4-chlorophenyl)amino)-5-phenyl-N-(quinolin-8-yl)valeramide